C(C)(=O)NC=1SC(=NN1)S L-2-acetamido-5-mercapto-1,3,4-thiadiazole